(4S,4'R)-6-chloro-4'-[(ethylamino)methyl]-1'-(4-isoquinolyl)-2-[(3-methylisoxazol-5-yl)methyl]spiro[3H-isoquinoline-4,3'-pyrrolidine]-1,2'-dione ClC=1C=C2C(=CC1)C(N(C[C@@]21C(N(C[C@H]1CNCC)C1=CN=CC2=CC=CC=C12)=O)CC1=CC(=NO1)C)=O